FC=1C=C(CC=2C=C3C(=NNC3=CC2)NC(C2=C(C=C(C=C2)N2CCN(CC2)CCCNC2=C3C=CN(C3=CC=C2)C2C(NC(CC2)=O)=O)NC2CCOCC2)=O)C=C(C1)F N-(5-(3,5-difluorobenzyl)-1H-indazol-3-yl)-4-(4-(3-((1-(2,6-dioxopiperidin-3-yl)-1H-indol-4-yl)amino)propyl)piperazin-1-yl)-2-((tetrahydro-2H-pyran-4-yl)amino)benzamide